FC1=C2NC(C(=NC2=CC=C1CN1CCN(CC1)C=1C=CC(=NC1C)C(=O)NC([2H])([2H])[2H])C(C)C)=O 5-(4-((5-fluoro-2-isopropyl-3-oxo-4H-quinoxalin-6-yl)methyl)piperazin-1-yl)-6-methyl-N-(methyl-d3)pyridine-2-carboxamide